[Si]([O-])(O)(O)O.[K+] monopotassium silicate